(R)-1-(2-ethoxy-5-fluoropyridin-4-yl)-3-(3-hydroxy-3-methylbutan-2-yl)-N-(4-methyl-1,1-dioxidotetrahydro-2H-thiopyran-4-yl)-2-oxo-2,3-dihydro-1H-benzo[d]imidazole-5-carboxamide C(C)OC1=NC=C(C(=C1)N1C(N(C2=C1C=CC(=C2)C(=O)NC2(CCS(CC2)(=O)=O)C)[C@H](C)C(C)(C)O)=O)F